2-(4-Fluorophenyl)-N-(1-isopropylpiperidin-4-yl)-9-(3-(pyrrolidin-1-yl)propyl)-9H-purin-6-amine FC1=CC=C(C=C1)C1=NC(=C2N=CN(C2=N1)CCCN1CCCC1)NC1CCN(CC1)C(C)C